ClC1=C(NC2=C(C(=O)[O-])C=CC=C2)C(=CC=C1C)Cl 2-(2,6-dichloro-3-methylanilino)benzoate